N-(4-Methylphenyl)-2-[4-([1,2,4]triazolo[1,5-a]pyridin-7-yl)phenyl]acetamide CC1=CC=C(C=C1)NC(CC1=CC=C(C=C1)C1=CC=2N(C=C1)N=CN2)=O